(S)-2-bromo-6-(3-methoxytetrahydrofuran-3-yl)pyridin-4-ol BrC1=NC(=CC(=C1)O)[C@@]1(COCC1)OC